(R)-N-((3-(cyclopropylmethoxy)thiophen-2-yl)methyl)-2-(9-(pyridin-2-yl)-6-oxaspiro[4.5]decan-9-yl)ethylamine C1(CC1)COC1=C(SC=C1)CNCC[C@]1(CCOC2(CCCC2)C1)C1=NC=CC=C1